C(C)(C)(C)OC(=O)N1CC(CC(C1)C)O 3-hydroxy-5-methyl-piperidine-1-carboxylic acid tert-butyl ester